C(C1=CC=CC=C1)N(CCN)CC1=CC=CC=C1 N,N-dibenzylethylenedi-amine